BrC=1C=C(C=CC1)C1=CC(=CC(=C1)C1=CC(=CC=C1)Br)C1=CC(=CC=C1)Br 1,3,5-tri(3-bromophenyl)benzene